4-morpholin-4-yl-4-oxobutanamide N1(CCOCC1)C(CCC(=O)N)=O